O=C1C2(CC(C2)C(=O)OCC2=CC=CC=C2)CC1 benzyl 5-oxospiro[3.3]heptane-2-carboxylate